[1,3-bis(2,6-diisopropylphenyl)-4,5-dihydroimidazol-1-ium-2-yl]-(difluoromethyl)silver C(C)(C)C1=C(C(=CC=C1)C(C)C)[N+]1=C(N(CC1)C1=C(C=CC=C1C(C)C)C(C)C)[Ag]C(F)F